ClC=1C=NC(=C(C(=O)NC2CCC(CC2)CN2C(C(C3=CC=CC=C23)(O)C2=NC(=C(C=C2)Cl)OC)=O)C1)C(F)F 5-chloro-N-((1r,4r)-4-((3-(5-chloro-6-methoxypyridin-2-yl)-3-hydroxy-2-oxoindolin-1-yl)methyl)cyclohexyl)-2-(difluoromethyl)nicotinamide